N=1NC(CCC(C1)=O)=O diazepine-3,6(5H)-dione